ClC1=C(C(=C(C#N)C(=C1)C1OCCCC1)C1=C(C=NN1C)I)F 4-chloro-3-fluoro-2-(4-iodo-1-methyl-1H-pyrazol-5-yl)-6-(tetrahydro-2H-pyran-2-yl)benzonitrile